N,N-diethylaminopropyltrimethoxysilane C(C)N(CC)CCC[Si](OC)(OC)OC